(racemic)-trans-(R)-3-amino-1-(N-(1-(tert-butoxycarbonyl)azetidin-3-yl)-N-ethylsulfamoyl)-4-(3-(4,4,5,5-tetramethyl-1,3,2-dioxaborolan-2-yl)propyl)pyrrolidine-3-carboxylic acid N[C@@]1(CN(C[C@H]1CCCB1OC(C(O1)(C)C)(C)C)S(N(CC)C1CN(C1)C(=O)OC(C)(C)C)(=O)=O)C(=O)O |r|